2-methoxy-2-[3-(trifluoromethoxy)phenyl]acetic acid COC(C(=O)O)C1=CC(=CC=C1)OC(F)(F)F